(R)-2-((1R,3S,5S)-3-((3S,4R)-1-(5-chloropyrimidin-2-yl)-3-ethoxypiperidin-4-yl)-8-azabicyclo[3.2.1]octan-8-yl)-2-cyclopropylacetamide ClC=1C=NC(=NC1)N1C[C@H]([C@H](CC1)C1C[C@H]2CC[C@@H](C1)N2[C@@H](C(=O)N)C2CC2)OCC